Cl.ClC=1C(=C(C=CC1F)C(N)[C@@H]1C[C@H](C1)C(F)(F)F)F (3-chloro-2,4-difluorophenyl)-(trans-3-(trifluoromethyl)cyclobutyl)methanamine, hydrochloride